C1N(CC2=CC=CC=C12)C1=CN=C(N(C1=O)CC(=O)O)C1=CC=CC=C1 2-(5-(isoindolin-2-yl)-6-oxo-2-phenylpyrimidin-1(6H)-yl)acetic acid